BrCC=1C=C(C=CC1)S(=O)(=O)N1C[C@H]([C@H](CC1)NC(OC(C)(C)C)=O)F |r| Rac-tert-butyl ((3R,4S)-1-((3-(bromomethyl)phenyl)sulfonyl)-3-fluoropiperidin-4-yl)-carbamate